Cl.FC(C=1C=C(C=C(C1)C(F)(F)F)N1CCCCC1)(F)F (3,5-bis(trifluoromethyl)phenyl)piperidine hydrochloride